2-{4-(7-Chloro-2-[2-(prop-2-yn-1-yloxy)ethoxy]-10,11-dihydro-5H-dibenzo[b,f]azepin-5-yl)butyl}-1H-isoindole-1,3(2H)-dione ClC1=CC2=C(CCC3=C(N2CCCCN2C(C4=CC=CC=C4C2=O)=O)C=CC(=C3)OCCOCC#C)C=C1